4-(hydroxymethyl)-1-[4-(pentafluoro-λ6-sulfanyl)phenyl]indazole-3-carbonitrile OCC1=C2C(=NN(C2=CC=C1)C1=CC=C(C=C1)S(F)(F)(F)(F)F)C#N